SC1=C(C#N)C=C(C=C1)S 2,5-dimercaptobenzonitrile